NC=1N=CC(=NC1OC=1C=NN(C1)C1CCN(CC1)C)C=1C=C(C=C(C1)N1CCOCCC1)C1(COCC1)O 3-(3-(5-amino-6-((1-(1-methylpiperidin-4-yl)-1H-pyrazol-4-yl)oxy)pyrazin-2-yl)-5-(1,4-oxazepan-4-yl)phenyl)tetrahydrofuran-3-ol